CN1N=C(C(=C1)N1C(N(C=2C=NC=3C=C(C(=CC3C21)C=2N=NN(C2)C)OC)C)=O)C 1-(1,3-Dimethyl-1H-pyrazol-4-yl)-7-methoxy-3-methyl-8-(1-methyl-1H-1,2,3-triazol-4-yl)-1,3-dihydroimidazo[4,5-c]-quinolin-2-one